ClC1=C(CC(CC1)(C)C)C=O 2-chloro-5,5-dimethylcyclohex-1-ene-1-carbaldehyde